N1(CCN(CC1)CC(=O)N(CC(C)C)CC1=CC=C(C=C1)OC)CC(=O)N(CC1=CC=C(C=C1)OC)CC(C)C 2,2'-(piperazine-1,4-diyl)bis(N-isobutyl-N-(4-methoxybenzyl)acetamide)